5,12-dimethyl-1,5,8,12-tetraazabicyclo[6.6.2]hexadecane CN1CCCN2CCN(CCCN(CC1)CC2)C